O[C@H]1[C@H](O[C@@]2([C@@H](CCO2)NC(=O)C2=CC=CC=3CCCCC23)[C@@H]([C@H]1N1N=NC(=C1)C1=CC(=C(C(=C1)F)F)F)O)CO N-((4R,5S,7R,8R,9S,10R)-8,10-dihydroxy-7-(hydroxymethyl)-9-(4-(3,4,5-trifluorophenyl)-1H-1,2,3-triazol-1-yl)-1,6-dioxaspiro[4.5]dec-4-yl)-5,6,7,8-tetrahydronaphthalene-1-carboxamide